dimethyl-silylbis(indenyl)zirconium C[SiH]([Zr](C1C=CC2=CC=CC=C12)C1C=CC2=CC=CC=C12)C